C1(CCC1)C1CN(CC1)C1=C(C=CC=C1C)NS(=O)(=O)C1=CC=C(S1)S(=O)(=O)N(C)C N5-[2-(3-cyclobutylpyrrolidin-1-yl)-3-methyl-phenyl]-N2,N2-dimethyl-thiophene-2,5-disulfonamide